decanedioic acid dioctyl ester C(CCCCCCC)OC(CCCCCCCCC(=O)OCCCCCCCC)=O